4-(6-fluoropyridin-3-yl)-2-(morpholin-4-yl)-8-(1H-pyrazol-5-yl)-1,7-naphthyridine FC1=CC=C(C=N1)C1=CC(=NC2=C(N=CC=C12)C1=CC=NN1)N1CCOCC1